N,N-dimethyl-1-((2S)-pyrrolidin-2-yl)methylamine hydrochloride Cl.CN(C)C[C@H]1NCCC1